(R)-N-(3,3-difluoro-1-(methylsulfonyl)piperidin-4-yl)-5-(1-(2,2-difluoroethyl)-4-fluoro-1H-benzo[d]imidazol-6-yl)-6-fluoro-4-methoxypyrrolo[2,1-f][1,2,4]triazin-2-amine FC1(CN(CC[C@H]1NC1=NN2C(C(=N1)OC)=C(C(=C2)F)C=2C=C(C1=C(N(C=N1)CC(F)F)C2)F)S(=O)(=O)C)F